di-tert-butyl-9,10-bis[2-(1-naphthyl)phenyl]anthracene C(C)(C)(C)C1=C(C2=C(C3=CC=CC=C3C(=C2C=C1)C1=C(C=CC=C1)C1=CC=CC2=CC=CC=C12)C1=C(C=CC=C1)C1=CC=CC2=CC=CC=C12)C(C)(C)C